C(#N)[C@H](C[C@H]1C(NCC1)=O)NC(=O)[C@H]1N(CC2(C3(CCC3)C2)C1)C([C@H](C(C)(C)C)NC(C(F)(F)F)=O)=O (8S)-N-[(1S)-1-cyano-2-[(3S)-2-oxopyrrolidin-3-yl]ethyl]-7-[(2S)-3,3-dimethyl-2-[(2,2,2-trifluoroacetyl)amino]butanoyl]-7-azadispiro[3.0.45.14]decane-8-carboxamide